2-docosanylphenol C(CCCCCCCCCCCCCCCCCCCCC)C1=C(C=CC=C1)O